(1-vinyl-3-ethylimidazolium) Bromide [Br-].C(=C)N1C=[N+](C=C1)CC